C1CO[C@H]2[C@@H]1C3=C(O2)C=C4C(=C3[O-])C(=O)C5=C(C4=O)C=C(C=C5O)O The molecule is a phenolate anion obtained by deprotonation of the 8-hydroxy group of versicolorin B. It is the major microspecies at pH 7.3 (according to Marvin v 6.2.0.). It is a conjugate base of a versicolorin B.